3-(3,4-Difluoro-2-methoxyphenyl)-N-(2-(2,3-dihydroxypropoxy)pyridin-4-yl)-4,5-dimethyl-5-(trifluoromethyl)tetrahydrofuran-2-carboxamide FC=1C(=C(C=CC1F)C1C(OC(C1C)(C(F)(F)F)C)C(=O)NC1=CC(=NC=C1)OCC(CO)O)OC